NC1=CC2=C(NC(=N2)C2=CC=C(C=C2)C2=NC3=C(N2)C=CC(=C3)N)C=C1 2-[4-(5-amino-1h-benzimidazol-2-yl)phenyl]-1h-benzimidazol-5-amine